O=C1NC(CCC1N1C(C2=CC=CC(=C2C1=O)N1CCN(CC1)C(=O)OCCCC)=O)=O butyl 4-(2-(2,6-dioxopiperidin-3-yl)-1,3-dioxoisoindolin-4-yl)piperazine-1-carboxylate